(1S,3R)-1-(5-((1-(3,3-Difluoropropyl)azetidin-3-yl)methyl)thiophen-2-yl)-2-(2-fluoro-2-methylpropyl)-3-methyl-2,3,4,9-tetrahydro-1H-pyrido[3,4-b]indole FC(CCN1CC(C1)CC1=CC=C(S1)[C@H]1N([C@@H](CC2=C1NC1=CC=CC=C21)C)CC(C)(C)F)F